C(C)(C)(C)C1=CC=C(C=N1)C1=C(C(NC(N1)=S)=O)C#N 6-(6-(tert-butyl)pyridin-3-yl)-4-oxo-2-thioxo-1,2,3,4-tetrahydropyrimidine-5-carbonitrile